(1R)-1-{5-[2-(difluoromethoxy)phenyl]-1,2,4-oxadiazol-3-yl}-6-azaspiro[2.5]octane-6-sulfonamide FC(OC1=C(C=CC=C1)C1=NC(=NO1)[C@@H]1CC12CCN(CC2)S(=O)(=O)N)F